CN1N=C2C=C(C(=CC2=C1)C)B1OC(C(O1)(C)C)(C)C 2-(2,5-dimethyl-(2H-indazol-6-yl))-4,4,5,5-tetramethyl-1,3,2-dioxaborolan